ClC=1C=CC=C(C1OC=1C=C2C(=CC(=NC2=CC1)C1=CC(=NC=C1)Br)C)Cl 3,5-dichloro-4-((4-methyl-2-(2-bromopyridin-4-yl)quinolin-6-yl)oxy)benzene